O1CC(CC1)CO oxolan-3-yl-methanol